4-(difluoromethoxy)-1H-indole-2-carboxamide FC(OC1=C2C=C(NC2=CC=C1)C(=O)N)F